ClC1=C(C(=CC=C1)OC)NC=1C(C(C1N(C)CC1=CC=C(C=C1)C1=NOC(=N1)C(F)(F)Cl)=O)=O 3-((2-chloro-6-methoxyphenyl)amino)-4-((4-(5-(chlorodifluoromethyl)-1,2,4-oxadiazol-3-yl)benzyl)(methyl)amino)cyclobut-3-ene-1,2-dione